C(C)NC1=NC(=NC(=N1)SC)NC(C)C 4-N-ethyl-6-methylsulfanyl-2-N-propan-2-yl-1,3,5-triazine-2,4-diamine